N-(2-(ethylthio)-4-(6-fluoro-3,4-Dihydroisoquinolin-2(1H)-yl-4,4-d2)-6-methylphenyl)-3,3-dimethylbutanamide C(C)SC1=C(C(=CC(=C1)N1CC2=CC=C(C=C2C(C1)([2H])[2H])F)C)NC(CC(C)(C)C)=O